tert-Butyl 3-(7-(5-chloropyridin-2-yl)-4-(2-ethoxy-1,1-difluoro-2-hydroxy-3-methylpropoxy)benzo[d]oxazol-2-yl)-3,6-diazabicyclo[3.1.1]heptane-6-carboxylate ClC=1C=CC(=NC1)C1=CC=C(C=2N=C(OC21)N2CC1N(C(C2)C1)C(=O)OC(C)(C)C)OC(C(CC)(O)OCC)(F)F